CN(C(OC1=CC(=NN1C1=CC=CC=C1)C)=O)C 3-methyl-1-phenylpyrazol-5-yl dimethylcarbamate